2H-pyran-6-carboxylate O1CC=CC=C1C(=O)[O-]